ClC=1N(C(=CC1CN(C(OC(C)(C)C)=O)C)C1=C(C=CC=C1)F)S(=O)(=O)C1=CC(=CC=C1)NS(NC(C)C)(=O)=O tert-butyl N-{[2-chloro-5-(2-fluorophenyl)-1-(3-{[(propan-2-yl) sulfamoyl] amino} benzenesulfonyl)-1H-pyrrol-3-yl] methyl}-N-methylcarbamate